NC=1C2=C(N=CN1)N(C=C2C2=CC(=C(C=C2)OC2=CC=CC=C2)OC)C2CCC(CC2)=O 4-(4-Amino-5-(3-methoxy-4-phenoxyphenyl)-7H-pyrrolo[2,3-d]pyrimidin-7-yl)cyclohexanone